C(=O)=C1NC=CC2=C(C=CC=C12)N1N=CC(=C1C(F)(F)F)S(=O)(=O)O 1-(1-carbonyl-1,2-dihydroisoquinolin-5-yl)-5-(trifluoromethyl)-1H-pyrazole-4-sulfonic acid